C(CC)OC(C(=O)O)(O)C propoxylactic acid